C(C)(C)(C)OC(=O)N(CCC1=NC(=CC=C1[N+](=O)[O-])OC)CC1=C(C=C(C(=C1)F)F)NC1=C(C(=O)OC)C=C(C=C1)C(F)(F)F methyl 2-((2-(((tert-Butoxycarbonyl) (2-(6-methoxy-3-nitropyridin-2-yl) ethyl)-amino) methyl)-4,5-difluorophenyl) amino)-5-(trifluoromethyl)-benzoate